C1(CC1)N1N=CN=C1 1-cyclopropyl-1H-1,2,4-triazole